4-(6-chloro-5-methoxy-1-(1-(methoxymethyl)-1H-pyrazol-4-yl)-2-methyl-1H-indole-3-carboxamido)benzoic acid ClC1=C(C=C2C(=C(N(C2=C1)C=1C=NN(C1)COC)C)C(=O)NC1=CC=C(C(=O)O)C=C1)OC